9,9-dimethyl-3-phenyl-9H-fluoren-2-amine CC1(C2=CC=CC=C2C=2C=C(C(=CC12)N)C1=CC=CC=C1)C